nonyl 8-{[7-(10-fluoro-2-hexyldecyloxycarbonyl)heptyl](2-hydroxyethyl) amino}-2-methyloctanoate FCCCCCCCCC(COC(=O)CCCCCCCN(CCCCCCC(C(=O)OCCCCCCCCC)C)CCO)CCCCCC